sulfur methyl-isourea sulfate S(=O)(=O)([O-])[O-].CNC(O)=N.[S+2]